7-Fluoro-4-(4-fluoro-3-(3-hydroxy-3-methyl-2-oxoindolin-1-yl)benzyl)phthalazin-1(2H)-one FC1=CC=C2C(=NNC(C2=C1)=O)CC1=CC(=C(C=C1)F)N1C(C(C2=CC=CC=C12)(C)O)=O